O1CC(C1)C1=CC(=NO1)C(=O)N[C@H]1CCN([C@@H]2C[C@H]12)S(=O)(=O)CC1C[C@@H]2[C@@H](CN(C2)C(=O)OC(C)(C)C)C1 tert-butyl (3aR,5r,6aS)-5-((((1R,5S,6R)-5-(5-(oxetan-3-yl)isoxazole-3-carboxamido)-2-azabicyclo[4.1.0]heptan-2-yl)sulfonyl)methyl)hexahydrocyclopenta[c]pyrrole-2(1H)-carboxylate